C(=O)C1=C(OC[C@H]2N(CCCC2)C(=O)C=2C(=NC=CC2)CC(=O)O)C=CC=C1O (S)-2-(3-(2-((2-formyl-3-hydroxyphenoxy)methyl)piperidine-1-carbonyl)pyridin-2-yl)acetic acid